N'-(tert-butyldimethylsilyl)-6-(2-hydroxypropan-2-yl)pyridine-3-sulfonimidamide [Si](C)(C)(C(C)(C)C)N=S(=O)(N)C=1C=NC(=CC1)C(C)(C)O